[I-].COC(/C=C/C(=O)OC[N+]1=CC(=CC=C1)C(NC)=O)=O (E)-1-(((4-methoxy-4-oxobut-2-enoyl)oxy)methyl)-3-(methylcarbamoyl)pyridin-1-ium iodide